4'-methylene-7'-(trifluoromethyl)spiro[cyclopropane-1,1'-isochromane] C=C1COC2(C3=CC(=CC=C13)C(F)(F)F)CC2